ethyl 3-{[(1S)-2,2-difluorocyclopropyl] methoxy}-1H-pyrazole-4-carboxylate FC1([C@@H](C1)COC1=NNC=C1C(=O)OCC)F